N-cyclopropyl-4-iodo-5-(trifluoromethyl)pyridin-2-amine C1(CC1)NC1=NC=C(C(=C1)I)C(F)(F)F